bicyclo[2.2.1]heptane-2-carboxylic acid methyl ester COC(=O)C1C2CCC(C1)C2